CN1C(=CC(=C1)NC(=O)C=1N(C=C(N1)NC(CCNC(=O)C=1N(C=C(C1)NC(=O)C=1N(C=CN1)C)C)=O)CC(F)(F)F)C(=O)OC methyl 1-methyl-4-[4-(3-{[1-methyl-4-(1-methylimidazole-2-amido)pyrrol-2-yl]formamido}propanamido)-1-(2,2,2-trifluoroethyl)imidazole-2-amido]pyrrole-2-carboxylate